NC1=CC=CC(=N1)C1=NC(=NC(=N1)NC(C)C)NC=1C=NC=C(C1)C(F)(F)F (6-Amino-pyridin-2-yl)-N-isopropyl-N'-(5-trifluoromethyl-pyridin-3-yl)-[1,3,5]triazine-2,4-diamine